1,5-dimethyl-3-(trifluoromethyl)-1H-pyrazole-4-sulfonyl chloride CN1N=C(C(=C1C)S(=O)(=O)Cl)C(F)(F)F